C(C)(C)(C)OC(=O)NCCC(C1=CSC=C1)NC1=NC(=CC=C1C(=O)OCC)N1C=NC2=C1C=C(C(=C2)OC)OC ethyl 2-[[3-(tert-butoxycarbonylamino)-1-(3-thienyl)propyl] amino]-6-(5,6-dimethoxybenzimidazol-1-yl)pyridine-3-carboxylate